COC1=CC(=C2C=CC=NC2=C1)C1(CC1)NC(C1=C(C=CC(=C1)OC[C@@H]1N(CC1)C)C)=O (R)-N-(1-(7-Methoxyquinolin-5-yl)cyclopropyl)-2-methyl-5-((1-methylazetidin-2-yl)methoxy)benzamide